6-[2-(difluoromethyl)benzoylamino]pyridine-3-carboxylic acid FC(C1=C(C(=O)NC2=CC=C(C=N2)C(=O)O)C=CC=C1)F